COCCCC methoxybutan